CC1NCC2=NNC(=C21)C dimethyl-4,6-dihydropyrrolo[3,4-c]pyrazol